2-(4-bromo-2-fluoro-6-methylphenyl)acetonitrile BrC1=CC(=C(C(=C1)C)CC#N)F